tert-butyl 6-chloro-7-nitro-3,4-dihydro-1H-isoquinoline-2-carboxylate ClC=1C=C2CCN(CC2=CC1[N+](=O)[O-])C(=O)OC(C)(C)C